ClC1=CC=C(C(=N1)C(=O)NS(=O)(=O)C)N[C@H](C)C=1C=C(C=C2C(N(C(=NC12)C1=CC=C(C=C1)C=1N=CN(C1)C)C)=O)C (R)-6-chloro-3-((1-(3,6-dimethyl-2-(4-(1-methyl-1H-imidazol-4-yl)phenyl)-4-oxo-3,4-dihydroquinazolin-8-yl)ethyl)amino)-N-(methylsulfonyl)picolinamide